piperidine-3-carboxamide hydrochloride Cl.N1CC(CCC1)C(=O)N